N-octadecyl-2-methyl-3-(4-hydroxybenzyloxy)-pyridin-4-one C(CCCCCCCCCCCCCCCCC)N1C(=C(C(C=C1)=O)OCC1=CC=C(C=C1)O)C